1-benzyl-N-((5-bromo-1H-indol-3-yl)methyl)-1H-benzo[d]imidazol-2-amine C(C1=CC=CC=C1)N1C(=NC2=C1C=CC=C2)NCC2=CNC1=CC=C(C=C21)Br